FC([C@@H](C1=CC=C(C=C1)F)N1N=CC(=C1)C=1C(=C(C=CC1)C=1C=C(C=2N(C1)N=C(N2)N)F)F)(C)F (R)-6-(3-(1-(2,2-difluoro-1-(4-fluorophenyl)propyl)-1H-pyrazol-4-yl)-2-fluorophenyl)-8-fluoro-[1,2,4]triazolo[1,5-a]pyridin-2-amine